(4-(4-cyclopropyl-6-methoxypyrimidin-5-yl)phenyl)-3-(4-(1-methyl-4-(trifluoromethyl)-1H-imidazol-2-yl)phenyl)-1,2,4-oxadiazole C1(CC1)C1=NC=NC(=C1C1=CC=C(C=C1)C1=NC(=NO1)C1=CC=C(C=C1)C=1N(C=C(N1)C(F)(F)F)C)OC